NC(C)C1(CCN(CC1)C=1C(=NC(=C(N1)C)SC1=C(C(=NC=C1)Cl)Cl)CO)C (3-(4-(1-aminoethyl)-4-methylpiperidin-1-yl)-6-((2,3-dichloropyridin-4-yl)thio)-5-methylpyrazin-2-yl)methanol